tert-Butyl ((4-bromo-1-methyl-1H-pyrazol-3-yl)methyl)(cyclopropyl)carbamate BrC=1C(=NN(C1)C)CN(C(OC(C)(C)C)=O)C1CC1